4-((4-(4-chloro-3-(trifluoromethyl)phenoxy)-3-fluorobenzyl)oxy)-1-methyl-6-(piperidin-1-yl)pyrimidin-2(1H)-one ClC1=C(C=C(OC2=C(C=C(COC3=NC(N(C(=C3)N3CCCCC3)C)=O)C=C2)F)C=C1)C(F)(F)F